methyl N2-(tert-butoxycarbonyl)-N5-methyl-N5-pentyl-L-glutaminate C(C)(C)(C)OC(=O)N[C@@H](CCC(N(CCCCC)C)=O)C(=O)OC